N-(but-3-en-1-yl)-N-cyano-1,3-dimethyl-1H-pyrazole-4-carboxamide C(CC=C)N(C(=O)C=1C(=NN(C1)C)C)C#N